P(O)(=O)(OP(=O)(O)OP(=O)(O)O)OC[C@@H]1[C@H]([C@H]([C@@H](O1)N1C=NC=2C(N)=NC(=NC12)N)O)O.C1(CCCCC1)CCC(=O)NC=1NC(C=2N=CN([C@H]3[C@H](O)[C@H](O)[C@@H](CO)O3)C2N1)=O N2-[3-(cyclohexyl)propanoyl]guanosine 2-aminoadenosine-5'-triphosphate